lead-tin-antimony-bismuth [Bi].[Sb].[Sn].[Pb]